N-[2-(6-acetyl-5-methyl-2-pyridyl)-2-(1-methylpyrazol-4-yl)propyl]-5-(2,4-difluorophenyl)isoxazole-3-carboxamide C(C)(=O)C1=C(C=CC(=N1)C(CNC(=O)C1=NOC(=C1)C1=C(C=C(C=C1)F)F)(C)C=1C=NN(C1)C)C